S1C(=NC=C1)[C@H](C)N1C=NC(=C1)C=O {1-[(1S)-1-(1,3-thiazol-2-yl)ethyl]-1H-imidazol-4-yl}methanone